4-(4-{2,5-dioxo-3-[3-(trifluoromethyl)phenyl]-1-imidazolidinyl}phenoxy)-1H-pyrrolo[2,3-b]pyridine-2-carboxamide O=C1N(C(CN1C1=CC(=CC=C1)C(F)(F)F)=O)C1=CC=C(OC2=C3C(=NC=C2)NC(=C3)C(=O)N)C=C1